C1=C(C=CC2=CC=CC=C12)C(C1=C(C=CC2=CC=CC=C12)OCCOC1=C(C2=CC=CC=C2C=C1)C1=C(C=CC2=CC=CC=C12)OCCO)C1=C(C=CC2=CC=CC=C12)OCCOC1=C(C2=CC=CC=C2C=C1)C1=C(C=CC2=CC=CC=C12)OCCO 2,2'-{[(naphthalen-2-yl)methylene]bis[(naphthalene-1,2-diyl)oxyethane-2,1-diyloxy[1,1'-binaphthalene]-2',2-diyloxy]}di(ethan-1-ol)